F[C@@H]1[C@@H](O[C@@H]([C@H]1O)CO)N1C(=O)N=C(N)C(=C1)Br 1-(2-deoxy-2-fluoro-β-d-arabinofuranosyl)-5-bromocytosine